(5-amino-7-fluoroimidazo[1,2-c]quinazolin-2-yl)(6-(pyrimidin-5-yl)-3,4-dihydroisoquinolin-2(1H)-yl)methanone NC1=NC=2C(=CC=CC2C=2N1C=C(N2)C(=O)N2CC1=CC=C(C=C1CC2)C=2C=NC=NC2)F